CC1=C(C(=NC=C1C(F)(F)F)O)Cl methyl-3-chloro-5-(trifluoromethyl)pyridin-2-ol